trans-2-octadecene-1,1-dicarboxylic acid anhydride C1(\C=C\CCCCCCCCCCCCCCC)C(=O)OC1=O